C1(CC1)[C@@H](C(C)(C)O)N1C(C2=C(C=CC=C2C1)CCC1=C2C(=NC=C1)CCC2)=O (S)-2-(1-Cyclopropyl-2-hydroxy-2-methylpropyl)-7-(2-(6,7-dihydro-5H-cyclopenta[b]pyridin-4-yl)ethyl)isoindolin-1-one